BrC=1OC2=C(C1)C=CC(=C2C(=O)OC(C)(C)C)F tert-Butyl 2-bromo-6-fluorobenzofuran-7-carboxylate